6-(Allyl-oxycarbonylamino)-1-hexanol C(C=C)OC(=O)NCCCCCCO